pyrrolo[1,2-b]pyridazin-3-carboxylic acid N=1N2C(C=C(C1)C(=O)O)=CC=C2